C(CCCCCCC)C(C=1C=C(C(=C(C1)C(SCCCC)CCCCCCCC)O)C)SCCCC 4,6-bis(octyl-butylthiomethyl)-o-cresol